C1(CCCCC1)CN1N=CC(=C1C)C=1C(=NC(=CC1)N(C=1N=NC(=C(C1)C)NC=1SC2=NC=CC=C2N1)C)C(=O)NS(=O)(=O)CCCCCC(=O)O 6-(N-(3-(1-(cyclohexylmethyl)-5-methyl-1H-pyrazol-4-yl)-6-(methyl(5-methyl-6-(thiazolo[5,4-b]pyridin-2-ylamino)pyridazin-3-yl)amino)picolinoyl)sulfamoyl)hexanoic acid